ClC=1C=C(C=NC1)C1=NC(=C2N=CN(C2=N1)[C@H]1[C@@H]([C@@H]([C@H](O1)C(=O)NC([2H])([2H])[2H])O)O)NC(C)C (2S,3S,4R,5R)-5-(2-(5-chloropyridin-3-yl)-6-(isopropylamino)-9H-purin-9-yl)-3,4-dihydroxy-N-(methyl-d3)tetrahydrofuran-2-carboxamide